(R)-2-(4-(2-(3,4-dimethoxyphenyl)-3-(2,2,2-trifluoroethyl)-1H-indol-5-yl)piperidin-1-yl)-1-(3-(dimethylamino)pyrrolidin-1-yl)ethan-1-one COC=1C=C(C=CC1OC)C=1NC2=CC=C(C=C2C1CC(F)(F)F)C1CCN(CC1)CC(=O)N1C[C@@H](CC1)N(C)C